N-[4-(3-piperazin-1-ylpropylamino)-3-(trifluoromethylsulfonyl)phenyl]sulfonyl-2-(1H-pyrrolo[2,3-b]pyridin-5-yloxy)benzamide N1(CCNCC1)CCCNC1=C(C=C(C=C1)S(=O)(=O)NC(C1=C(C=CC=C1)OC=1C=C2C(=NC1)NC=C2)=O)S(=O)(=O)C(F)(F)F